(2R*)-N-[(1S)-1-(2,4-difluorophenyl)ethyl]-2-(4,5-dimethyl-2-oxo-1H-1,6-naphthyridin-3-yl)propanamide FC1=C(C=CC(=C1)F)[C@H](C)NC([C@H](C)C=1C(NC2=CC=NC(=C2C1C)C)=O)=O |o1:12|